2-(5-(2'-chloro-2-methyl-[1,1'-biphenyl]-3-yl)isoindolin-2-yl)-N-methylacetamide ClC1=C(C=CC=C1)C1=C(C(=CC=C1)C=1C=C2CN(CC2=CC1)CC(=O)NC)C